ethyl 2-(3-(4-(2-(3-(3-amino-6-(2-hydroxyphenyl)pyridazin-4-yl)-3,8-diazabicyclo[3.2.1]octan-8-yl)pyrimidin-5-yl)-[1,4'-bipiperidin]-1'-yl)isoxazol-5-yl)-3-methylbutanoate NC=1N=NC(=CC1N1CC2CCC(C1)N2C2=NC=C(C=N2)C2CCN(CC2)C2CCN(CC2)C2=NOC(=C2)C(C(=O)OCC)C(C)C)C2=C(C=CC=C2)O